(E)-4-(5-((Hydroxyimino)methyl)pyridin-3-yl)benzazole O\N=C\C=1C=C(C=NC1)C1=CC=CC2=C1C=CN2